ClCCNP1(OCCCN1CCCl)=O N,3-bis(2-chloroethyl)-2-oxo-1,3,2λ5-oxazaphosphinan-2-amine